1-(4-(azetidin-3-yl)-2,6-dimethylbenzyl)piperidine-4-carboxylic acid methyl ester COC(=O)C1CCN(CC1)CC1=C(C=C(C=C1C)C1CNC1)C